OC1=CC=C(N=N1)CN(C(OC(C)(C)C)=O)[C@H](C)C1=NC=CC=N1 tert-butyl (R)-((6-hydroxypyridazin-3-yl)methyl)(1-(pyrimidin-2-yl)ethyl)carbamate